FC=1C=CC(=C(C1)C1CCN(CC1)C(=O)C1=NNC2=C1CNCC2)C(F)(F)F (4-(5-fluoro-2-(trifluoromethyl)phenyl)piperidin-1-yl)(4,5,6,7-tetrahydro-1H-pyrazolo[4,3-c]pyridin-3-yl)methanone